C1(=CC=CC=C1)CCC(Cl)C(=O)C(CCC1=CC=CC=C1)Cl 2-phenylethylchloromethylketone